methyl-tetramethoxysilane CCO[Si](OC)(OC)OC